FC1=CC=C(C=C1)[C@@H]1N(CCC2=CC=CC=C12)C(=O)NC12CC(C1)(C2)N(C(OCCCC)=O)CCS(=O)(=O)C butyl (S)-(3-(1-(4-Fluorophenyl)-1,2,3,4-tetrahydroisoquinoline-2-carboxamido)bicyclo[1.1.1]pentan-1-yl)(2-(methylsulfonyl)ethyl)carbamate